Z-pyrano[2,3-c]pyridin-4-one O1C=CC(C=2C1=CN=CC2)=O